FC1=CC=C(C=C1)C=1N=C(NC1C1=CC=NC=C1)C1=CC=C(C=C1)O 4-[4-(4-fluorophenyl)-5-(4-pyridyl)-1H-imidazole-2-yl]phenol